CC(C)(C)OC(=O)N1C2C3=CC4=CC=CC=C4C=C3C(S1=O)C5=CC6=CC=CC=C6C=C25 pentacene-N-sulfinyl-tert-butylcarbamate